N-(5-(3-chlorobenzyl)pyrimidin-2-yl)-1-methyl-6-oxo-1,4,5,6-tetrahydropyridazine-3-carboxamide ClC=1C=C(CC=2C=NC(=NC2)NC(=O)C2=NN(C(CC2)=O)C)C=CC1